FC1=NC(=CC=C1N1[C@@H]2CN([C@H](C1)C2)C(=O)OC(C)(C)C)C(=O)OC tert-butyl (1S,4S)-5-(2-fluoro-6-(methoxycarbonyl) pyridin-3-yl)-2,5-diazabicyclo[2.2.1]heptane-2-carboxylate